(3as,4r,4ar,7ar,8r,9as)-4-hydroxy-4a,8-dimethyl-3-methylidene-3,3a,4,4a,7a,8,9,9a-octahydroazuleno[6,5-b]furan-2,5-dione O[C@H]1[C@@]2(C(C=C[C@H]2[C@@H](C[C@@H]2OC(C([C@H]21)=C)=O)C)=O)C